N-hydroxy-3-oxo-4-((5-phenyloxazol-2-yl)methyl)-3,4-dihydro-2H-benzo[b][1,4]oxazine-6-carboxamide ONC(=O)C1=CC2=C(OCC(N2CC=2OC(=CN2)C2=CC=CC=C2)=O)C=C1